FC(C=1C(=C(C=CC1)[C@@H](C)NC1=C(C(=NC(=N1)OC)C(C(=O)NC=1C=NC=CC1)C)C1OCCO1)F)F 2-(6-(((R)-1-(3-(difluoromethyl)-2-fluorophenyl)ethyl)amino)-5-(1,3-dioxolane-2-yl)-2-methoxypyrimidin-4-yl)-N-(pyridin-3-yl)propanamide